N-[2-(p-chlorobenzenesulfonyloxy)phenyl]-N'-[4-(p-chlorobenzenesulfonyloxy)phenyl]urea ClC1=CC=C(C=C1)S(=O)(=O)OC1=C(C=CC=C1)NC(=O)NC1=CC=C(C=C1)OS(=O)(=O)C1=CC=C(C=C1)Cl